5-(5-(((5-fluoro-2,3-dihydrobenzofuran-4-yl)methyl)amino)-[1,2,4]triazolo[4,3-c]pyrimidin-8-yl)-6-methylbenzo[b]thiophene 1,1-dioxide FC=1C=CC2=C(CCO2)C1CNC1=NC=C(C=2N1C=NN2)C2=CC1=C(S(C=C1)(=O)=O)C=C2C